1,3-di(triethoxysilyl)propane C(C)O[Si](CCC[Si](OCC)(OCC)OCC)(OCC)OCC